FCC1CN2C(CO1)=C(C(=N2)C2=CC=C(C=C2)F)C2=C1C(=NC=C2)NN=C1 6-(fluoromethyl)-2-(4-fluorophenyl)-3-(1H-pyrazolo[3,4-b]pyridin-4-yl)-6,7-dihydro-4H-pyrazolo[5,1-c][1,4]oxazine